8-(3-pyrrolidin-1-ylpropoxy)-4H-1,4-benzoxazin-3-one N1(CCCC1)CCCOC1=CC=CC=2NC(COC21)=O